tert-butyl ((1-((3-((cyclohexylmethyl)sulfonamido)-4-methoxybenzo[d]isoxazol-6-yl)methyl)-1H-pyrazol-3-yl)methyl)carbamate C1(CCCCC1)CS(=O)(=O)NC1=NOC2=C1C(=CC(=C2)CN2N=C(C=C2)CNC(OC(C)(C)C)=O)OC